The molecule is a hydroxy steroid that consists of 5beta-cardanolide having a double bond at the 20(22)-position as well as hydroxy groups at the 3beta-, 12beta- and 14beta-positions. It has been isolated from the plant species of the genus Digitalis. It has a role as a hapten and a plant metabolite. It is a 3beta-sterol, a 12beta-hydroxy steroid, a 3beta-hydroxy steroid and a 14beta-hydroxy steroid. It is a conjugate acid of a digoxigenin(1-). It derives from a hydride of a 5beta-cardanolide. C[C@]12CC[C@@H](C[C@H]1CC[C@@H]3[C@@H]2C[C@H]([C@]4([C@@]3(CC[C@@H]4C5=CC(=O)OC5)O)C)O)O